2-morpholino-1H-benzo[d]imidazol-4-amine O1CCN(CC1)C1=NC2=C(N1)C=CC=C2N